C(C)(C)(C)OC(=O)N(C([O-])=O)C1=C(C(=CC(=C1)C(N(C)OC)=O)C(F)(F)F)F (tert-butoxycarbonyl)(2-fluoro-5-(methoxy(methyl)carbamoyl)-3-(trifluoromethyl)phenyl)carbamate